phenyl-alanylalanine C1(=CC=CC=C1)N[C@@H](C)C(=O)N[C@@H](C)C(=O)O